2-(6-fluoro-2-methyl-1,3-benzoxazol-5-yl)-4-[(5-piperazin-1-yl-2-pyridyl)amino]-6H-1,6-naphthyridin-5-one FC1=CC2=C(N=C(O2)C)C=C1C1=NC=2C=CNC(C2C(=C1)NC1=NC=C(C=C1)N1CCNCC1)=O